acetic acid [(2r,3r,5r)-5-[[bis(4-methoxyphenyl)-phenyl-methoxy] methyl]-2-(2,4-dioxo-1H-pyrimidin-3-yl)-4-hydroxy-tetrahydrofuran-3-yl] ester COC1=CC=C(C=C1)C(OC[C@@H]1C([C@H]([C@@H](O1)N1C(NC=CC1=O)=O)OC(C)=O)O)(C1=CC=CC=C1)C1=CC=C(C=C1)OC